4-cyano-4-(dodecyl-sulfanyl)sulfanyl-pentanoic acid C(#N)C(CCC(=O)O)(C)SSCCCCCCCCCCCC